beta-naphthyl-methylether C1=C(C=CC2=CC=CC=C12)OC